α-Hydroxymethionin O[C@](N)(CCSC)C(=O)O